COC1=CC=C(CN2C(OC(C2=O)=C(C(C2=CC=CC=C2)=O)C2=CC=CC=C2)=O)C=C1 3-(4-methoxybenzyl)-5-(phenyl-(benzoyl)methylene)oxazolidine-2,4-dione